BrC=1C=C2C=CC(=CC2=CC1)C(=O)NC(=N)N 6-bromo-2-naphthoylguanidine